SODIUM (2S)-METHYLBUT-3-ENE-1-SULFINATE COS(=O)CCC=C.[Na]